OC(CC(=O)N[C@@H](C)C1=CC(=CC=C1)OCC(F)(F)F)C(C)(C)C 3-Hydroxy-4,4-dimethyl-N-[(1S)-1-[3-(2,2,2-trifluoroethoxy)phenyl]ethyl]pentanamide